O=C([C@@H](O)[C@@H](O)[C@@H](O)[C@H](O)CO)OC methyl talonate